tert-butyl (R)-4-(4-((2,6-dioxopiperidin-3-yl)amino)-3-fluorophenyl)piperazine-1-carboxylate O=C1NC(CC[C@H]1NC1=C(C=C(C=C1)N1CCN(CC1)C(=O)OC(C)(C)C)F)=O